C(C)(C)C1(CC2=CC=CC=C2C1)C1=CN=CN1 5-(2-isopropyl-2,3-dihydro-1H-indene-2-yl)-1H-imidazole